3-(isoquinolin-4-yl)-2-oxo-1-(3-oxo-cyclopentyl)imidazoline-4-carbonitrile C1=NC=C(C2=CC=CC=C12)N1C(N(CC1C#N)C1CC(CC1)=O)=O